(S)-(+)-1-phenyl-ethylamine C1(=CC=CC=C1)[C@H](C)N